FC1=CC(=C(C=C1)C(=O)C1=C(C2=C(S1)C=C(C=C2)O)OC2=CC=C(C=C2)OCCN2CC(C2)CF)C (4-fluoro-2-methylphenyl)(3-(4-(2-(3-(fluoromethyl)azetidin-1-yl)ethoxy)phenoxy)-6-hydroxybenzo[b]thiophen-2-yl)methanone